ClC(OC1=CC=C(C=C1)NC(C1=CN=C(C(=C1)C1=NNC=C1)N1CCC(CC1)N(C)CC1=C(C=CC=C1)N1C(NC(CC1)=O)=O)=O)(F)F N-(4-(chlorodifluoromethoxy)phenyl)-6-(4-((2-(2,4-dioxotetrahydropyrimidin-1(2H)-yl)benzyl)(methyl)amino)piperidin-1-yl)-5-(1H-pyrazol-3-yl)nicotinamide